N-(2-hydroxyethyl)-2-((6-isopropylbenzo[d]oxazol-2-yl)amino)-1-methyl-1H-benzo[d]imidazole-5-carboxamide OCCNC(=O)C1=CC2=C(N(C(=N2)NC=2OC3=C(N2)C=CC(=C3)C(C)C)C)C=C1